(1S,2S,5R,6R)-ethyl 2-hydroxy-4-oxo-3-phenyl-3-azabicyclo[3.1.0]hexane-6-carboxylate O[C@H]1[C@@H]2[C@H]([C@@H]2C(N1C1=CC=CC=C1)=O)C(=O)OCC